butyl 3-nitrocyclobutanecarboxylate [N+](=O)([O-])C1CC(C1)C(=O)OCCCC